8-(2-chloro-4-(2-(piperazin-1-yl)ethoxy)phenyl)-9-((3-chloropyridin-2-yl)methyl)-6-(1-methylcyclopropoxy)-9H-purine ClC1=C(C=CC(=C1)OCCN1CCNCC1)C=1N(C2=NC=NC(=C2N1)OC1(CC1)C)CC1=NC=CC=C1Cl